COC(=O)C1N(C(NC1)=O)S(=O)(=O)C1=C(C=C(C=C1C)C)C 2-Oxo-3-(2,4,6-trimethyl-benzenesulfonyl)-imidazolidine-4-carboxylic acid methyl ester